N=1C(=NN2C1C=CC=C2)N 1,2,4-triazolo[1,5-a]pyridin-2-amine